BrC1=CC(=C(C=C1)C1COCCCN1C(=O)OC(C)(C)C)Cl tert-Butyl 3-(4-bromo-2-chloro-phenyl)-1,4-oxazepane-4-carboxylate